CN(CCCN(C(CCCCCCCCC(=O)OCC(CCCCCC)CCCC)CCCCCCCCC(=O)OCC(CCCCCC)CCCC)C(=O)OCCCCCC)C bis(2-butyloctyl) 10-((3-(dimethylamino) propyl)((hexyloxy)carbonyl)amino)nonadecanedioate